2-((1-((dimethylamino)methyl)cyclopropyl)methoxy)-7-(8-ethyl-7-fluoro-3-(methoxymethoxy)naphthalen-1-yl)-5,6,7,8-tetrahydropyrido[3,4-d]pyrimidin-4-yl-4-methylbenzenesulfonate CN(C)CC1(CC1)COC=1N=C(C2=C(N1)CN(CC2)C2=CC(=CC1=CC=C(C(=C21)CC)F)OCOC)OS(=O)(=O)C2=CC=C(C=C2)C